HydroxyEthylMethAcrylate OCCOC(C(=C)C)=O